5-(N-(2-(4-(3-bromothiophene-2-carbonyl)piperazin-1-yl)phenyl)-N-(4-cyanophenyl)sulfamoyl)-3-methylbenzothiophene-2-carboxylic acid BrC1=C(SC=C1)C(=O)N1CCN(CC1)C1=C(C=CC=C1)N(S(=O)(=O)C=1C=CC2=C(C(=C(S2)C(=O)O)C)C1)C1=CC=C(C=C1)C#N